ClC1=CC=C(C=C1)C(\C=C\C1=C(C=CC=C1)O)=O (E)-1-(4-chlorophenyl)-3-(2-hydroxyphenyl)prop-2-en-1-one